CC1=CC=C(C=C1)S(=O)(=O)OC(C(C1CCOCC1)(F)F)([2H])[2H] 2,2-Difluoro-2-(tetrahydro-2H-pyran-4-yl)ethyl-1,1-d2 4-methylbenzenesulfonate